C(C)(C)(C)OC(=O)N1C(CCC1)C1=CC(=C(C=C1)C=1N=C2SC3=C(N2C1)C=C(C(=C3)C(NC)=O)OC)F (3-fluoro-4-(6-methoxy-7-(methylcarbamoyl)benzo[d]imidazo[2,1-b]thiazol-2-yl)phenyl)pyrrolidine-1-carboxylic acid tert-butyl ester